C(C1=CC=CC=C1)OC1=C(N=C(C2=CC(=NC=C12)C1=CC(=CC=C1)Cl)Br)C(=O)OC methyl 4-(benzyloxy)-1-bromo-7-(3-chlorophenyl)-2,6-naphthyridine-3-carboxylate